C(=O)O.N=1C=CN2C1SC1=C2C=CC(=C1)C(=O)N.N=1C=CN2C1SC1=C2C=CC(=C1)C(=O)N benzo[d]imidazo[2,1-b]thiazole-7-carboxamide hemi-formate salt